N-(1',1'-dioxido-7-(trifluoromethyl)-2',3',5',6'-tetrahydrospiro[chromeno[4,3-d]thiazole-4,4'-thiopyran]-2-yl)-4,6-dimethoxypyrimidine-5-carboxamide O=S1(CCC2(CC1)OC=1C=C(C=CC1C=1N=C(SC12)NC(=O)C=1C(=NC=NC1OC)OC)C(F)(F)F)=O